N1CCC2=C(C=CC=C12)C=O (2,3-dihydro-1H-indol-4-yl)methanone